ClC=1C=CC(=C(C1)O)C1=C2C(=C(N=N1)N[C@@H]1[C@@H](COCC1)C)C=NC=C2 5-chloro-2-(4-{[(3s,4s)-3-methyl-oxan-4-yl]amino}pyrido[3,4-D]pyridazin-1-yl)phenol